FC(COC1=NC=C(C(=C1)C1=NN(C=2C[C@@H](CCC12)C(=O)NC1(CCS(CC1)(=O)=O)C)C(C)C)F)F (R)-3-(2-(2,2-difluoroethoxy)-5-fluoropyridin-4-yl)-1-isopropyl-N-(4-methyl-1,1-dioxidotetrahydro-2H-thiopyran-4-yl)-4,5,6,7-tetrahydro-1H-indazole-6-carboxamide